ClCCCCCC1=CC=C(C(=O)O)C=C1 4-(5-chloropentyl)benzoic acid